C(#C)C1CCN(CC1)CC1=C2CN(C(C2=CC=C1)=O)C1C(NC(CC1)=O)=O 3-(4-((4-ethynylpiperidin-1-yl)methyl)-1-oxoisoindolin-2-yl)piperidine-2,6-dione